BrC=1N(C2=NC(=NC(=C2N1)C1=C(C=C(C=C1)C(F)(F)F)F)N1C[C@@H](O[C@@H](C1)C)C=1C=NN(C1)C1CC1)COCC[Si](C)(C)C (2S,6R)-4-(8-bromo-6-(2-fluoro-4-(trifluoromethyl)phenyl)-9-((2-(trimethylsilyl)ethoxy)methyl)-9H-purin-2-yl)-2-(1-cyclopropyl-1H-pyrazol-4-yl)-6-methylmorpholine